(1S,2S)-N-(6-(5-chloro-6-fluoro-7-(3-methylbutan-2-yl)-1H-indazol-4-yl)imidazo[1,2-a]pyrazin-2-yl)-2-fluorocyclopropane-1-carboxamide ClC=1C(=C2C=NNC2=C(C1F)C(C)C(C)C)C=1N=CC=2N(C1)C=C(N2)NC(=O)[C@H]2[C@H](C2)F